(Z)-hex-3-en-1-yl butanoate C(CCC)(=O)OCC\C=C/CC